C12C(CC(C=C1)C2)C(=O)OC(C)(C)C tert-butyl bicyclo[2.2.1]-5-heptene-2-formate